N-fluoro-2,4,6-trimethylpyridine trifluoromethanesulfonate FC(S(=O)(=O)O)(F)F.FN1C(C=C(C=C1C)C)C